COC=1C=C(C=NC1)C=1O[C@@H]([C@]([C@@](C1)(O)OCC1=CC=CC=C1)(O)OCC1=CC=CC=C1)C(O)OCC1=CC=CC=C1 1-(5-methoxypyridin-3-yl)-3,4,6-tribenzyloxy-D-glucal